(R)-N-(3-bromo-5-chloro-2-fluorophenyl)-3-fluoropyrrolidine-1-sulfonamide BrC=1C(=C(C=C(C1)Cl)NS(=O)(=O)N1C[C@@H](CC1)F)F